amino-2-amino-4-bromobenzene NC1=C(C=C(C=C1)Br)N